6-Methyl-1-phenethyl-2-(p-tolyl)-1H-benzo[d]imidazole CC=1C=CC2=C(N(C(=N2)C2=CC=C(C=C2)C)CCC2=CC=CC=C2)C1